N-[(3R)-1-{5-[3-(2,6-difluorophenyl)-5-fluoropyridin-2-yl]-4,5-dihydro-1,2-oxazol-3-yl}-4,4-difluoropyrrolidin-3-yl]methanesulfonamide FC1=C(C(=CC=C1)F)C=1C(=NC=C(C1)F)C1CC(=NO1)N1C[C@H](C(C1)(F)F)NS(=O)(=O)C